[Au](Cl)(Cl)Cl.C(C)N1C=NC(=C1C1=CC=C(C=C1)F)C1=CC=C(C=C1)F 3-ethyl-4,5-bis(4-fluorophenyl)imidazole gold chloride